ClC1=CC=C(C=C1)C1=C(CCC(C1)(C)C)C(=O)N1C2CN(CC1CC2)CC=2C=C1CN(C(C1=CC2)=O)C2C(NC(CC2)=O)=O 3-(5-((8-(4'-chloro-5,5-dimethyl-3,4,5,6-tetrahydro-[1,1'-biphenyl]-2-Carbonyl)-3,8-diazabicyclo[3.2.1]octane-3-yl)methyl)-1-oxoisoindolin-2-yl)piperidine-2,6-dione